C(C)NC(C1=CC=C(C=C1)NC1=NC=C(C(=N1)NC=1C=CC2=C(NC(O2)=O)C1)C)=O N-Ethyl-4-[5-methyl-4-(2-oxo-2,3-dihydro-benzooxazol-5-ylamino)-pyrimidin-2-ylamino]-benzamide